5'-(4-amino-2-chloro-6-(trifluoromethyl)phenoxy)spiro[cyclopropane-1,3'-indolin]-2'-one NC1=CC(=C(OC=2C=C3C4(C(NC3=CC2)=O)CC4)C(=C1)C(F)(F)F)Cl